1-benzyl-1H-benzo[d]imidazole-6-carboxylic acid methyl ester COC(=O)C=1C=CC2=C(N(C=N2)CC2=CC=CC=C2)C1